tert-butyl 5-amino-2-(7-methoxy-2-methylquinolin-3-yl)-5-oxopentanoate NC(CCC(C(=O)OC(C)(C)C)C=1C(=NC2=CC(=CC=C2C1)OC)C)=O